CC=1C=C2C3=NNC4=CC=C(OCCCNC(OCC(C1)=C2)=O)C=C34 4-methyl-8,14-dioxa-10,19,20-triazatetracyclo[13.5.2.12,6.018,21]tricosa-1(20),2,4,6(23),15,17,21-heptaen-9-one